CC1=C(C(=O)NC2(CC2)C2=C3C=CC=NC3=CC(=C2)C(=C)C)C=C(C=C1)OC[C@H]1N(CCC1)C (S)-2-Methyl-5-((1-methylpyrrolidin-2-yl)methoxy)-N-(1-(7-(prop-1-en-2-yl)quinolin-5-yl)cyclopropyl)benzamide